4,4'-di-tert-butyl-2,2'-bipyridine hexafluorophosphate F[P-](F)(F)(F)(F)F.C(C)(C)(C)C1=CC(=NC=C1)C1=NC=CC(=C1)C(C)(C)C